(2-(dodecan-2-yl)-1,3-dioxolan-4-yl)methyl hydrogen sulfate S(=O)(=O)(OCC1OC(OC1)C(C)CCCCCCCCCC)O